N-((1-Aminoisoquinolin-6-yl)methyl)-3-chloro-1-(2-(1-methylpiperidin-4-yl)ethyl)-1H-pyrazole-5-carboxamide Methyl-3-chloro-1-(2-(piperidin-4-yl)ethyl)-1H-pyrazole-5-carboxylate COC(=O)C1=CC(=NN1CCC1CCNCC1)Cl.NC1=NC=CC2=CC(=CC=C12)CNC(=O)C1=CC(=NN1CCC1CCN(CC1)C)Cl